N-isopropyl-3-(2-methyl-2H-tetrazol-5-yl)-4-((4-(trifluoromethyl)phenyl)amino)benzamide C(C)(C)NC(C1=CC(=C(C=C1)NC1=CC=C(C=C1)C(F)(F)F)C=1N=NN(N1)C)=O